[Si](OC(C)(C)C)([O-])([O-])[O-] tertiary butyl orthosilicate